((R)-2-(benzyloxy)-N-(tert-butoxycarbonyl)-6-methylpyridine-3-sulfonimidoyl)-L-prolinate C(C1=CC=CC=C1)OC1=NC(=CC=C1[S@@](=O)(=NC(=O)OC(C)(C)C)N1[C@@H](CCC1)C(=O)[O-])C